CC=1C=C(C=CC1C)NC(C)=O N-(3,4-dimethylphenyl)acetamide